C(C)OC(=O)C=1NC2=C(C(=CC(=C2C1)NC1=CC(=C(C=C1)F)Cl)C)F 4-((3-chloro-4-fluorophenyl)amino)-6-methyl-7-fluoro-1H-indole-2-carboxylic acid ethyl ester